BrC1=C(N=C(C=2N1N=CC2)N2CCC1(CC2)CC2=C(N=CS2)[C@H]1NC(OC(C)(C)C)=O)C tert-butyl N-[(4S)-1'-(7-bromo-6-methyl-pyrazolo[1,5-a]pyrazin-4-yl)spiro[4,6-dihydrocyclopenta[d]thiazole-5,4'-piperidine]-4-yl]carbamate